(1S,2R)-2-((S)-5-bromo-8-((5-methyl-1,3,4-oxadiazol-2-yl)methoxy)-1-((1-oxoisoindolin-2-yl)methyl)-1,2,3,4-tetrahydroisoquinoline-2-carbonyl)cyclohexane-1-carboxylic acid BrC1=C2CCN([C@@H](C2=C(C=C1)OCC=1OC(=NN1)C)CN1C(C2=CC=CC=C2C1)=O)C(=O)[C@H]1[C@H](CCCC1)C(=O)O